1-(3-(tert-butyl)-1-phenyl-1H-pyrazol-5-yl)-3-(2-fluoro-4-((3-oxo-3,4-dihydro-2H-pyrido[3,2-b][1,4]oxazin-8-yl)oxy)phenyl)urea C(C)(C)(C)C1=NN(C(=C1)NC(=O)NC1=C(C=C(C=C1)OC1=CC=NC2=C1OCC(N2)=O)F)C2=CC=CC=C2